BrC1=CC(=CC=2C(N(CCOC21)CC2=NC(=CC(=C2)C)C)=O)CO[Si](C2=CC=CC=C2)(C2=CC=CC=C2)C(C)(C)C 9-bromo-7-(((tert-butyldiphenylsilyl)oxy)methyl)-4-((4,6-dimethylpyridin-2-yl)methyl)-3,4-dihydrobenzo[f][1,4]oxazepin-5(2H)-one